2-mercapto-N-(1-oxopropyl)glycine SC(NC(CC)=O)C(=O)O